3-hydroxy-4-nitro-6-trifluoromethylpyridine OC=1C=NC(=CC1[N+](=O)[O-])C(F)(F)F